C[C@@H]1N(C[C@H](NC1)C)C1=NC(=NC2=C(C(=C(C=C12)C(F)(F)F)C1=CC=C(C2=C1N=C(S2)N)F)F)OC[C@@]21CCCN1C[C@@H](C2)F 4-(4-((2S,5R)-2,5-dimethylpiperazin-1-yl)-8-fluoro-2-(((2R,7aR)-2-fluorotetrahydro-1H-pyrrolizin-7a(5H)-yl)methoxy)-6-(trifluoromethyl)quinazolin-7-yl)-7-fluorobenzo[d]thiazol-2-amine